O=C1NC(CCC1C1=CC=C(CN2CCN(CC2)C2CCN(CC2)C2=C(C=C(C=C2)NC=2C(=NC(=C(N2)NC2CCOCC2)CC)C(=O)N)OC)C=C1)=O 3-((4-(4-(4-(4-(2,6-dioxopiperidin-3-yl)benzyl)piperazin-1-yl)piperidin-1-yl)-3-methoxyphenyl)amino)-6-ethyl-5-((tetrahydro-2H-pyran-4-yl)amino)pyrazine-2-carboxamide